C(C#C)N[C@@H](CCCCN)C(=O)O N-propargyl-L-lysine